C(C)(=O)N1C(=CC(C2=CC=CC(=C12)Cl)=O)C1=CC=CC=C1 acetyl-8-chloro-2-phenylquinolin-4(1H)-one